1-(ethenesulfonyl)piperazine hydrochloride Cl.C(=C)S(=O)(=O)N1CCNCC1